N-((5-(3-chloro-4-cyanophenyl)pyridin-3-yl)(cyclopropyl)methyl)ethanesulfonamide ClC=1C=C(C=CC1C#N)C=1C=C(C=NC1)C(NS(=O)(=O)CC)C1CC1